C1(CC1)S(=O)(=O)NC1=CC(=NC=C1)CNC(=O)C=1C=C2NC(C(=NC2=CC1)CC)=O N-((4-(cyclopropanesulfonylamino)pyridin-2-yl)methyl)-2-ethyl-3-oxo-3,4-dihydroquinoxaline-6-carboxamide